Cl.OC(CC(=O)O)C[N+](C)(C)C 3-hydroxy-4-(trimethylammonio)butanoic acid hydrochloride